C(C)(C)(C)C1=NC(=CC(=C1)C)C(C)(C)C 2,6-di(tert-butyl)-4-methylpyridine